ClC1=NC=CC(=C1C#N)NC1=CC2=C(N(C(N2CC(CC)C#N)=O)C)C=C1 2-chloro-4-[[3-(2-cyanobutyl)-1-methyl-2-oxo-benzoimidazol-5-yl]amino]pyridine-3-carbonitrile